(-)-5-[3-[3-[6-(3-Chlorophenoxy)-3-pyridyl]azetidin-1-yl]-3-oxo-propyl]-5-methyl-pyrrolidin-2-one ClC=1C=C(OC2=CC=C(C=N2)C2CN(C2)C(CCC2(CCC(N2)=O)C)=O)C=CC1